CC1=C(C(=O)NC2(CC2)C2=CC=CC3=CC=CC=C23)C=C(C=C1)CCC1N(CC1)C 2-Methyl-5-(2-(1-methylazetidin-2-yl)ethyl)-N-(1-(naphthalen-1-yl)cyclopropyl)benzamide